N[C@@H]1[C@H](CN(CC1)C(=O)OC(C)(C)C)C(=O)OCC 1-(tert-butyl) 3-ethyl (3S,4S)-4-aminopiperidine-1,3-dicarboxylate